tert-butyl N-[2-[2-[2-[benzyl(methyl) amino]ethoxy]ethoxy]ethyl]-N-tert-butoxycarbonyl-carbamate C(C1=CC=CC=C1)N(CCOCCOCCN(C(OC(C)(C)C)=O)C(=O)OC(C)(C)C)C